3-(N-(2-hydroxy-5-(4'-(trifluoromethyl)-[1,1'-biphenyl]-4-carboxamido)phenyl)sulfamoyl)propionic acid methyl ester COC(CCS(NC1=C(C=CC(=C1)NC(=O)C1=CC=C(C=C1)C1=CC=C(C=C1)C(F)(F)F)O)(=O)=O)=O